1-(6-(3-amino-1-methyl-4-(4-nitrophenyl)-1H-pyrazolo[3,4-b]pyridin-6-yl)-2,6-diazaspiro[3.3]heptan-2-yl)-2-methylpropan-1-one NC1=NN(C2=NC(=CC(=C21)C2=CC=C(C=C2)[N+](=O)[O-])N2CC1(CN(C1)C(C(C)C)=O)C2)C